1-(3-chloro-5-fluoropyridin-2-yl)ethylamine hydrochloride Cl.ClC=1C(=NC=C(C1)F)C(C)N